(R)-1-((1R,3R)-1-(2,6-difluoro-4-(2-(3-(fluoromethyl)azetidin-1-yl)ethoxy)phenyl)-3-methyl-1,3,4,9-tetrahydro-2H-pyrido[3,4-b]indol-2-yl)-3-fluoro-2-methylpropan-1-one FC1=C(C(=CC(=C1)OCCN1CC(C1)CF)F)[C@H]1N([C@@H](CC2=C1NC1=CC=CC=C21)C)C([C@H](CF)C)=O